FC1(CN(C[C@@H]1OC1=NC=C(C=C1)C(F)(F)F)C=1C=2N(N=C(C1)C=1C(NC(NC1)=O)=O)C=CN2)F (S)-5-(8-(3,3-difluoro-4-((5-(trifluoromethyl)pyridin-2-yl)oxy)pyrrolidin-1-yl)imidazo[1,2-b]pyridazin-6-yl)pyrimidine-2,4(1H,3H)-dione